FC1=C(C=CC=C1C(F)(F)F)[C@@H]1N(OCC1)C1=CC(=NC=N1)NC=1C=C(C(=NC1OC)N1CCN(CC1)C)NC(C=C)=O (R)-N-(5-((6-(3-(2-fluoro-3-(trifluoromethyl)phenyl)isoxazolidin-2-yl)pyrimidin-4-yl)amino)-6-Methoxy-2-(4-methylpiperazin-1-yl)pyridin-3-yl)acrylamide